BrC=1C=NN2C1C=C(C=C2)C=2OC=C(N2)C(=O)OCC ethyl 2-(3-bromopyrazolo[1,5-a]pyridin-5-yl)oxazole-4-carboxylate